[phenyl]-4,4,5,5-tetramethyl-1,3,2-dioxaborolane C1(=CC=CC=C1)B1OC(C(O1)(C)C)(C)C